2-(1-(piperidin-4-yl)-1H-pyrazol-4-yl)quinazolin-4(3H)-one N1CCC(CC1)N1N=CC(=C1)C1=NC2=CC=CC=C2C(N1)=O